CC=1C(=CC=2N(N1)C(=CN2)C2=CC(NC1=CC(=CC=C21)C2=CC=NC=C2)=O)C2=CC(=CC=C2)N2CCN(CC2)C 4-(6-Methyl-7-(3-(4-methylpiperazin-1-yl)phenyl)imidazo[1,2-b]pyridazin-3-yl)-7-(pyridin-4-yl)quinolone